4-(cyclohexylamino)-2-((2-methoxy-4-(2-oxopyrrolidin-1-yl)phenyl)amino)-7H-pyrrolo[2,3-d]pyrimidine-5-carbonitrile C1(CCCCC1)NC=1C2=C(N=C(N1)NC1=C(C=C(C=C1)N1C(CCC1)=O)OC)NC=C2C#N